[I-].C[N+](CC(C)(C)C)(CC(C)(C)C)C Dimethyl-dineopentyl-ammonium iodide